amino-thiophene-3,4-dicarboxylic acid NC=1SC=C(C1C(=O)O)C(=O)O